5-chloro-N-[(3-chloro-4-fluorophenyl)-[5-methyl-4-(methylsulfonimidoyl)-1H-imidazol-2-yl]methyl]-1,3-thiazol-2-amine ClC1=CN=C(S1)NC(C=1NC(=C(N1)S(=O)(=N)C)C)C1=CC(=C(C=C1)F)Cl